6-(t-butyl)-1,3-diphenyl-1H-imidazo[4,5-b]pyrazin-3-ium C(C)(C)(C)C1=CN=C2C(=N1)N(C=[N+]2C2=CC=CC=C2)C2=CC=CC=C2